C1NCCC12CCN(CC2)C/C=C/C(=O)OC methyl (E)-4-(2,8-diazaspiro[4.5]decane-8-yl)but-2-enoate